NCC1=CC(=C(C(=C1)C)NC(=O)C1=CC2=C(OCCC3=C2SC=C3)C=C1C=1C(=NC(=CC1)C(N[C@@H]1[C@H]3CC[C@@H](C1)C3)=O)C(=O)OC)C methyl 3-(9-((4-(aminomethyl)-2,6-dimethylphenyl)carbamoyl)-4,5-dihydrobenzo[b]thieno[2,3-d]oxepin-8-yl)-6-(((1S,2S,4R)-bicyclo[2.2.1]heptan-2-yl)carbamoyl)picolinate